N-[2-Hydroxy-5-[(1RS)-1-hydroxy-2-[[(1RS)-2-(4-methoxyphenyl)-1-methylethyl]-amino]ethyl]phenyl]formamide (E)-2-butenedioate C(\C=C\C(=O)O)(=O)O.OC1=C(C=C(C=C1)[C@H](CN[C@@H](CC1=CC=C(C=C1)OC)C)O)NC=O |r|